8-methoxy-6-[7-[[(2R)-1-methylpyrrolidin-2-yl]methoxy]imidazo[1,2-a]pyridin-3-yl]-2-(2,2,2-trifluoroethyl)-3,4-dihydroisoquinolin-1-one COC=1C=C(C=C2CCN(C(C12)=O)CC(F)(F)F)C1=CN=C2N1C=CC(=C2)OC[C@@H]2N(CCC2)C